1,2-dimethylpyridine-1-ium iodide [I-].C[N+]1=C(C=CC=C1)C